((2-cyclopropylbenzyl)oxy)-1-naphthalenealdehyde C1(CC1)C1=C(COC2=C(C3=CC=CC=C3C=C2)C=O)C=CC=C1